COS(=O)(=O)[O-].OCC[NH2+]C N-hydroxyethyl-N-methyl-ammonium methylsulphate